COC1=CC=C(COC2=C3C(=NC(=C2)N2[C@@H](COCC2)C)C(=NS3)C3=CC=NN3C3OCCCC3)C=C1 (3R)-4-(7-((4-methoxybenzyl)oxy)-3-(1-(tetrahydro-2H-pyran-2-yl)-1H-pyrazol-5-yl)isothiazolo[4,5-b]Pyridin-5-yl)-3-methylmorpholine